5-chloro-3-fluoropicolinonitrile ClC=1C=C(C(=NC1)C#N)F